N[C@@H]1C2=CC=CC=C2CC12CCN(CC2)C2=CC=CC=C2C(=C(F)F)C2=NNCC2 (S)-6-(1-amino-1,3-dihydrospiro[indene-2,4'-piperidine]-1'-yl)-3-(2,2-difluoro-1-phenylvinyl)-1,5-dihydro-4H-pyrazole